N-(7-((1-(4-(2,6-dioxopiperidin-3-yl)-2-fluorophenyl)-4-methylpiperidin-4-yl)methyl)-7-azaspiro[3.5]Non-2-yl)-3-methoxybenzamide O=C1NC(CCC1C1=CC(=C(C=C1)N1CCC(CC1)(C)CN1CCC2(CC(C2)NC(C2=CC(=CC=C2)OC)=O)CC1)F)=O